tert-butyl (2-(4-chloro-1H-pyrrolo[2,3-b]pyridin-2-yl)ethyl)carbamate ClC1=C2C(=NC=C1)NC(=C2)CCNC(OC(C)(C)C)=O